(5-(hydroxymethyl)-2-methoxybenzyl)phosphonic acid dimethyl ester COP(OC)(=O)CC1=C(C=CC(=C1)CO)OC